C1(=CC=CC=C1)C(C)C(CN)(CCCN)C 2-(1-phenylethyl)-1,5-diamino-2-methylpentane